2-(4-(hydroxymethyl)-2H-1,2,3-triazol-2-yl)-4,6-dimethylpyrimidine-5-carbonitrile OCC1=NN(N=C1)C1=NC(=C(C(=N1)C)C#N)C